BrC1=CC=C(C=C1)C1=NNC=N1 3-(4-bromophenyl)-1,2,4-triazole